FC(C=1C=C(C=C(C1)C(F)(F)F)C=1C=C2CC(C(C2=CC1)NC(O[C@@H]1CN2CCC1CC2)=O)(C)C)(F)F (S)-quinuclidin-3-yl (5-(3,5-bis(trifluoromethyl)phenyl)-2,2-dimethyl-2,3-dihydro-1H-inden-1-yl)carbamate